NC1CCN(CC1)CC1CN(C1)C=1C=C2C(N(C(C2=CC1)=O)C1C(NC(CC1)=O)=O)=O 5-(3-((4-aminopiperidin-1-yl)methyl)azetidin-1-yl)-2-(2,6-dioxopiperidin-3-yl)isoindoline-1,3-dione